ClC1=CC(=C(C[C@@H]2CN(CCO2)C(=O)OC(C)(C)C)C(=C1)C)C1=NC=NN2C1=C(C(=C2)CN2C(C1C(C1C2=O)(C)C)=O)C tert-butyl (2R)-2-(4-chloro-2-(6-((6,6-dimethyl-2,4-dioxo-3-azabicyclo[3.1.0]hexan-3-yl)methyl)-5-methylpyrrolo[2,1-f][1,2,4]triazin-4-yl)-6-methylbenzyl)morpholine-4-carboxylate